ClC1=C(C=C(C=C1F)N1CC(C=2C1=NC=C(N2)C(=O)N2C(CN(CC2)C2=CC=C(C=N2)CC(=O)O)(C)C)(C)C)F 2-(6-(4-(5-(4-chloro-3,5-difluorophenyl)-7,7-dimethyl-6,7-dihydro-5H-pyrrolo[2,3-b]pyrazine-2-carbonyl)-3,3-dimethylpiperazin-1-yl)pyridin-3-yl)acetic acid